10-(3,4-Dimethoxyphenyl)decyl-triphenyl-phosphonium COC=1C=C(C=CC1OC)CCCCCCCCCC[P+](C1=CC=CC=C1)(C1=CC=CC=C1)C1=CC=CC=C1